C(C=CC1=CC=CC=C1)(=O)O.C1(=CC=CC=C1)C=1C(=CC=CC1)C1=CC=CC=C1 terphenyl cinnamate